bis(2,3-dihydroxy-4-sulfobenzyl)ethylenediamine OC1=C(CNCCNCC2=C(C(=C(C=C2)S(=O)(=O)O)O)O)C=CC(=C1O)S(=O)(=O)O